N-hydroxy-3-((5-(trifluoromethyl)-1H-benzo[d]imidazol-2-yl)amino)benzamide ONC(C1=CC(=CC=C1)NC1=NC2=C(N1)C=CC(=C2)C(F)(F)F)=O